N-(6-amino-5-ethyl-3-pyridyl)-2-oxo-2-[(2R,5S)-5-methyl-2-[2-(1-methyl-4-piperidyl)imidazo[1,2-a]pyridin-7-yl]-1-piperidyl]acetamide NC1=C(C=C(C=N1)NC(C(N1[C@H](CC[C@@H](C1)C)C1=CC=2N(C=C1)C=C(N2)C2CCN(CC2)C)=O)=O)CC